3-chloro-6-[(3-methoxyazetidin-1-yl)methyl]pyridazine ClC=1N=NC(=CC1)CN1CC(C1)OC